1-(4-phenoxyphenyl)ethane O(C1=CC=CC=C1)C1=CC=C(C=C1)CC